OC1(CCCCC1)C1=C(C=CC=C1)C(=O)C1=C(C=CC=C1)C1(CCCCC1)O 1-hydroxycyclohexylphenyl ketone